N-ethyl-N-sulfopropylaniline C(C)N(C1=CC=CC=C1)CCCS(=O)(=O)O